CC1=C(C=NC=2OCCNC21)NC2=C(C(NC=C2)=O)C(=O)N 4-((8-methyl-2,3-dihydro-1H-pyrido[2,3-b][1,4]oxazin-7-yl)amino)-2-oxo-1,2-dihydropyridine-3-carboxamide